N1(CCC1)C(=O)N1CCC(CC1)C1=NC=C(C=N1)C=1C=CC=2N(C1)C(=C(N2)CC)N(C=2SC(=C(N2)C2=CC=C(C=C2)F)C#N)C 2-((6-(2-(1-(azetidine-1-carbonyl)piperidin-4-yl)pyrimidin-5-yl)-2-ethylimidazo[1,2-a]pyridin-3-yl)(methyl)amino)-4-(4-fluorophenyl)thiazole-5-carbonitrile